3-fluoro-4-(4,4,5,5-tetramethyl-1,3,2-dioxaborolan-2-yl)pyridine FC=1C=NC=CC1B1OC(C(O1)(C)C)(C)C